C1(=CC=CC=C1)N1N=C2N(C=CC(=C2)N2C3=C(OCC2)C=C(C=N3)C(=O)N3CCCCC3)C1=O 2-Phenyl-7-(7-(piperidine-1-carbonyl)-2,3-dihydro-4H-pyrido[3,2-b][1,4]oxazin-4-yl)-[1,2,4]triazolo[4,3-a]pyridin-3(2H)-one